(E)-3-((1,5-dithiaspiro[5.5]undecan-7-ylidene)methyl)-5-methoxy-1H-indole S1CCCSC12\C(\CCCC2)=C\C2=CNC1=CC=C(C=C21)OC